C1(CC1)C(=O)NC1=CC(=C(C=N1)C(=O)O)NC1=C(C2=C(N=NN2CC)C=C1)OC 6-(Cyclopropanecarbonylamino)-4-[(3-ethyl-4-methoxy-benzotriazol-5-yl)amino]pyridine-3-carboxylic acid